The molecule is an organosulfonate oxoanion resulting from the removal of a proton from the sulfonic acid group of (2R)-3-sulfopropanediol. It is a conjugate base of a (2R)-3-sulfopropanediol. C([C@H](CS(=O)(=O)[O-])O)O